[Se](=O)([O-])[O-].[Ca+2] calcium selenit